FC=1C=C(C=C(C1)F)[C@@H](CC)N[S@@](=O)C(C)(C)C (S)-N-[(1R)-1-(3,5-difluorophenyl)propyl]-2-methylpropane-2-sulfinamide